2-methyl-N-(3H-triazolo[4,5-d]pyrimidin-7-yl)propanamide CC(C(=O)NC=1C2=C(N=CN1)NN=N2)C